C(N)(O)=O.C(N)(O)=O.C(N)(O)=O.OCC(O)CO.OCC(O)CO.OCC(O)CO triglycerol tricarbamate